C(C)(C)(C)OC(=O)N1CCN(CC1)C=1C=NN(C(C1)=O)C1C(NC(CC1)=O)=O 4-[1-(2,6-dioxo-3-piperidyl)-6-oxo-pyridazin-4-yl]piperazine-1-carboxylic acid tert-butyl ester